(2-fluoro-4-formyl-3-hydroxyphenyl)piperazine-1-carboxylic acid tert-butyl ester C(C)(C)(C)OC(=O)N1C(CNCC1)C1=C(C(=C(C=C1)C=O)O)F